O1C(COC2=NC=CC=C21)COC2=NC(N1C(C3=CC=C(C=C3CC1)OCC=1OC=CN1)=C2)=O 2-(2,3-Dihydro-[1,4]dioxino[2,3-b]pyridin-2-ylmethoxy)-9-(oxazol-2-ylmethoxy)-6,7-dihydro-pyrimido[6,1-a]isoquinolin-4-one